C(C)(C)(C)OC(=O)NCC1=CN=C(C=C1C(=O)[O-])C1=CC=C(C=C1)F 5-(((tert-butoxycarbonyl)amino)methyl)-2-(4-fluorophenyl)isonicotinate